(5-bromo-2-chlorophenyl)(oxo)acetic acid BrC=1C=CC(=C(C1)C(C(=O)O)=O)Cl